2-carboxymethyl-anthraquinone C(=O)(O)CC1=CC=2C(C3=CC=CC=C3C(C2C=C1)=O)=O